Tert-butyl 4-(3-(4-(1-(2,6-dioxopiperidin-3-yl)-3-methyl-2-oxo-2,3-dihydro-1H-benzo[d]imidazol-4-yl)piperazin-1-yl)azetidin-1-yl)-3,3-difluoropiperidine-1-carboxylate O=C1NC(CCC1N1C(N(C2=C1C=CC=C2N2CCN(CC2)C2CN(C2)C2C(CN(CC2)C(=O)OC(C)(C)C)(F)F)C)=O)=O